[Na+].S(=O)(=O)([O-])C(C(=O)OCC)CC(=O)OCC diethyl sulfosuccinate sodium salt